3,4-dihydroxyphenylpyruvic acid OC=1C=C(C=CC1O)CC(C(=O)O)=O